N-(3-amino-4-methoxyphenyl)-N-propylbutyramide NC=1C=C(C=CC1OC)N(C(CCC)=O)CCC